6-(7-Chloro-8-fluoro-2-(((2R,7aS)-2-fluorotetrahydro-1H-pyrrolizin-7a(5H)-yl)methoxy-d2)-5-methoxypyrido[4,3-d]pyrimidin-4-yl)-2-oxa-6-azabicyclo[5.1.0]octane ClC1=C(C=2N=C(N=C(C2C(=N1)OC)N1CCCOC2CC12)OC([2H])([2H])[C@]12CCCN2C[C@@H](C1)F)F